NC1=NC=C(C2=C1C(=NN2C(C)C)C2=CC(=C(C=C2F)NS(=O)(=O)C2=C(C=CC(=C2)OCC)Cl)F)C2CCC(CC2)N2CCOCC2 N-(4-(4-amino-1-isopropyl-7-((1r,4r)-4-morpholinocyclohexyl)-1H-pyrazolo[4,3-c]pyridin-3-yl)-2,5-difluorophenyl)-2-chloro-5-ethoxybenzenesulfonamide